[Si].[Ge].[Si] silicon-germanium silicon